C(CCCCC)[C]CCCCCCCC hexyl-octyl-carbon